NC=1C2=C(N=CN1)N(C(=C2C2=CC=C(C=C2)OC2=CC=CC=C2)C#CC2CCN(CC2)C(C=C)=O)C(C)C2=NOC(=N2)COC 1-(4-((4-amino-7-(1-(5-(methoxymethyl)-1,2,4-oxadiazol-3-yl)ethyl)-5-(4-phenoxyphenyl)-7H-pyrrolo[2,3-d]pyrimidin-6-yl)ethynyl)piperidin-1-yl)prop-2-en-1-one